(Z)-3-benzyl-5-(4-(tert-butyl)benzylidene)oxazolidine-2,4-dione C(C1=CC=CC=C1)N1C(O\C(\C1=O)=C/C1=CC=C(C=C1)C(C)(C)C)=O